CC1=NC2=C(O1)N=C(NC2=O)N 8-methyl-9-oxoguanine